O=C1NC(CCC1C1=NN(C2=C(C=CC=C12)OC1CCN(CC1)C(=O)C1CCN(CC1)C(N)=N)C)=O 4-(4-((3-(2,6-Dioxopiperidin-3-yl)-1-methyl-1H-indazol-7-yl)oxy)piperidine-1-carbonyl)piperidine-1-carboximidamide